isopropyl (trans-4-(5-(4-cyano-2-(N-ethylsulfamoyl)phenyl)thiazol-2-yl)cyclohexyl)carbamate C(#N)C1=CC(=C(C=C1)C1=CN=C(S1)[C@@H]1CC[C@H](CC1)NC(OC(C)C)=O)S(NCC)(=O)=O